C(C)(C)(C)NS(=O)(=O)C1=CC=C(S1)NC([C@H](CC1=CC=CC=C1)NC(C1=CC=C(C=C1)F)=O)=O (S)-N-(1-(5-(N-tert-butylsulfamoyl)thiophen-2-ylamino)-1-oxo-3-phenylpropan-2-yl)-4-fluorobenzamide